[C@@H]12N(C[C@@H](NC1)C2)C2=C(C=C(C=C2)F)C=2C(=NC(=NC2)C2=C(C=CC=C2OC)F)C(=O)N (2-((1S,4S)-2,5-diazabicyclo[2.2.1]heptan-2-yl)-5-fluorophenyl)-2-(2-fluoro-6-methoxyphenyl)pyrimidine-4-carboxamide